C(C1=CC=CC=C1)OC1=NC(=CC=C1C1=NN(C2=C(C(=CC=C12)N1CCN(CC1)C(=O)C1C(CN(CC1)C(=O)OC(C)(C)C)F)F)C)OCC1=CC=CC=C1 tert-butyl 4-(4-(3-(2,6-bis(benzyloxy)pyridin-3-yl)-7-fluoro-1-methyl-1H-indazol-6-yl)piperazine-1-carbonyl)-3-fluoropiperidine-1-carboxylate